4-(trifluoromethyl)-6-(3-(4-(5-(trifluoromethyl)pyrimidin-2-yl)piperazine-1-carbonyl)phenoxy)pyridazin-3(2H)-one FC(C=1C(NN=C(C1)OC1=CC(=CC=C1)C(=O)N1CCN(CC1)C1=NC=C(C=N1)C(F)(F)F)=O)(F)F